bromopropyl-methyl-diethoxysilane tert-butyl-(1R,2S)-2-[3-amino-1-(tert-butoxycarbonyl)indazol-6-yl]-5'-methoxy-2'-oxospiro[cyclopropane-1,3'-indole]-1'-carboxylate C(C)(C)(C)OC(=O)N1C([C@@]2(C3=CC(=CC=C13)OC)[C@@H](C2)C2=CC=C1C(=NN(C1=C2)C(=O)OC(C)(C)C)N)=O.BrCCC[Si](OCC)(OCC)C